N,N'-(3,6,9,12,15,18,21-heptaoxatricosane-1,23-diyl)bis(2-((S)-4-(4-chlorophenyl)-2,3,9-trimethyl-6H-thieno[3,2-f][1,2,4]tri-azolo[4,3-a][1,4]diazepin-6-yl)acetamide) C(COCCOCCOCCOCCOCCOCCOCCNC(C[C@H]1C=2N(C3=C(C(=N1)C1=CC=C(C=C1)Cl)C(=C(S3)C)C)C(=NN2)C)=O)NC(C[C@H]2C=3N(C1=C(C(=N2)C2=CC=C(C=C2)Cl)C(=C(S1)C)C)C(=NN3)C)=O